(4-(3-(hydroxymethyl)-4-methoxyphenyl)-2-oxa-3-azabicyclo[3.2.0]hept-3-ene-1,5-diyl)dimethanol OCC=1C=C(C=CC1OC)C1=NOC2(CCC12CO)CO